BrC=1C=NN(C1)[C@H]1C[C@@H](N(CC1)CC1=C2C=CNC2=C(C=C1OC)C)C1=C(C(=O)O)C=CC=C1 (2r,4r)-(4-(4-bromo-1H-pyrazol-1-yl)-1-((5-methoxy-7-methyl-1H-indol-4-yl)methyl)piperidin-2-yl)benzoic acid